C(C1=CC=CC=C1)O[C@H]([C@H](C1=CC(=CC=C1)CC)N[S@@](=O)C(C)(C)C)C (S)-N-((1S,2S)-2-(benzyloxy)-1-(3-ethylphenyl)propyl)-2-methylpropane-2-sulfinamide